O=C1NC2=CC=C(C=C2CC12CN(CC2)C#N)C2=CC=CC=C2 2'-Oxo-6'-phenyl-1',4'-dihydro-2'H-spiro[pyrrolidine-3,3'-quinoline]-1-carbonitrile